FC(C(C(F)(F)C(C(=O)O)=C)(F)F)CC(F)(F)F.C(C=C)(=O)O acrylate (octafluoropentyl acrylate)